stearyl arachidate C(CCCCCCCCCCCCCCCCCCC)(=O)OCCCCCCCCCCCCCCCCCC